CN1N=CC2=CC(=CC(=C12)OC1=CC=C(C=C1)OCCCN1CC(NCC1)=O)C(=O)N 1-methyl-7-[4-[3-(3-oxopiperazin-1-yl)propoxy]phenoxy]indazole-5-carboxamide